CC1=C(C=CC(=C1)C)NC(C1=CC(=CC=C1)NS(=O)(=O)C=1SC=CC1)=O N-(2,4-dimethylphenyl)-3-(thiophene-2-sulfonamido)benzamide